9,12-octadecadienoic acid methyl ester COC(CCCCCCCC=CCC=CCCCCC)=O